1-amino-4-(((tert-butyldimethylsilyl)oxy)methyl)pyridin-1-ium N[N+]1=CC=C(C=C1)CO[Si](C)(C)C(C)(C)C